C(C)(C)(C)OC(NC1=C(C(=C(C(=C1)OC)CN1CCOCC1)OC)Br)=O (2-bromo-3,5-dimethoxy-4-morpholin-4-ylmethyl-phenyl)-carbamic acid tert-butyl ester